6-chloro-3-(4-methylpiperazin-1-yl)-1H-pyrazolo[4,3-c]pyridine ClC1=CC2=C(C=N1)C(=NN2)N2CCN(CC2)C